BrC1=C(C=NN(C1=O)C)N[C@@H]1C[C@@H](CN(C1)C)C1=CC=C(C(=O)N2CCN(CC2)CC=2C=C3C(N(C(C3=CC2)=O)C2C(NC(CC2)=O)=O)=O)C=C1 5-[[4-[4-[(3R,5R)-5-[(5-bromo-1-methyl-6-oxo-pyridazin-4-yl)amino]-1-methyl-3-piperidyl]benzoyl]piperazin-1-yl]methyl]-2-(2,6-dioxo-3-piperidyl)isoindoline-1,3-dione